P(=O)([O-])([O-])[O-].[Al+3].[Fe+2].[Mn+2].[Li+] lithium manganese iron aluminum phosphate